4-(bromomethyl)-6-(difluoromethoxy)pyrimidine BrCC1=NC=NC(=C1)OC(F)F